2-((1-methylpiperidin-4-yl)methoxy)isonicotinonitrile CN1CCC(CC1)COC=1C=C(C#N)C=CN1